(R)-6-(3-amino-6-(2,3-difluoro-4-(2-isopropylmorpholino)phenyl)pyrazin-2-yl)-3,4-dihydroisoquinolin-1(2H)-one NC=1C(=NC(=CN1)C1=C(C(=C(C=C1)N1C[C@H](OCC1)C(C)C)F)F)C=1C=C2CCNC(C2=CC1)=O